FC=1C=C(C=CC1C1=CC(=NN1C)C(F)(F)F)C1=C(C(=O)N)C=CC=C1 (3-fluoro-4-(1-methyl-3-(trifluoromethyl)-1H-pyrazol-5-yl)phenyl)benzamide